1-(2'-hydroxyethyl)-3-vinylimidazolium chloride [Cl-].OCCN1C=[N+](C=C1)C=C